(5S)-N-[7-(3,6-dihydro-2H-pyran-4-yl)-4-methoxy-[1,3]thiazolo[4,5-c]pyridin-2-yl]-7-oxa-2-azaspiro[4.5]decane-2-carboxamide O1CCC(=CC1)C=1C2=C(C(=NC1)OC)N=C(S2)NC(=O)N2C[C@]1(CC2)COCCC1